2-amino-5-(4-chloro-3-(4-(methylcarbamoyl)phenyl)-1H-pyrrolo[2,3-b]pyridin-5-yl)-N,N-dimethylbenzamide NC1=C(C(=O)N(C)C)C=C(C=C1)C=1C(=C2C(=NC1)NC=C2C2=CC=C(C=C2)C(NC)=O)Cl